C(CO)(=O)O.C=CC.C=CC dipropylene glycolAt